C(CCCCC)NC(C(=O)OCCCCCC)CC(=O)C hexyl (hexyl aminolevulinate)